ClC1=C(C(=CC(=C1)C(F)(F)F)Cl)NC=1N(C2=NC(=NC=C2N1)NC1CC(C1)(F)F)C1CCC(CC1)(C(=O)N)C (1s,4s)-4-(8-(2,6-dichloro-4-(trifluoromethyl)phenylamino)-2-(3,3-difluorocyclobutylamino)-9H-purin-9-yl)-1-methylcyclohexanecarboxamide